(4E)-4-[3-(3-chlorophenyl)prop-2-yn-1-ylidene]-1-[(2,2-dimethylpropyl)sulfonyl]-3,3-dimethylpiperidine ClC=1C=C(C=CC1)C#C\C=C/1\C(CN(CC1)S(=O)(=O)CC(C)(C)C)(C)C